ClC=1OC2=C(N1)C=CC=C2 2-chloro-benzoOxazole